COC1=C(C=C(C=C1)C)OC 1,2-Dimethoxy-4-methylbenzene